2-(2-Chloro-6-fluoro-4-((5-oxo-4-(4-(trifluoromethoxy)phenyl)-4,5-dihydro-1H-1,2,4-triazol-1-yl)meth-yl)phenoxy)-2-methylpropionic acid ClC1=C(OC(C(=O)O)(C)C)C(=CC(=C1)CN1N=CN(C1=O)C1=CC=C(C=C1)OC(F)(F)F)F